N1(CCOCC1)C=1C=C(C=NC1)[C@H](CC(=O)O)N1N=C(C=C1)CCCC1=NC=2NCCCC2C=C1 (S)-3-[5-(morpholin-4-yl)pyridin-3-yl]-3-{3-[3-(5,6,7,8-tetrahydro-1,8-naphthyridin-2-yl)propyl]-1H-pyrazol-1-yl}propionic acid